OC1(C(N(C2=CC=CC=C12)CC1=CC=C(C=C1)OC)=O)C1=CC=C(C=C1)S(=O)(=O)N 4-(3-hydroxy-1-(4-methoxybenzyl)-2-oxoindolin-3-yl)benzenesulfonamide